5-{3-[(1S)-1-{[6-(1,3-benzothiazol-6-yl)-2-methylpyrimidin-4-yl]amino}ethyl]phenyl}pyrimidin S1C=NC2=C1C=C(C=C2)C2=CC(=NC(=N2)C)N[C@@H](C)C=2C=C(C=CC2)C=2C=NC=NC2